BrC=1C(=C(C=CC1)C1OCCC=2C1=NNC2)F 7-(3-bromo-2-fluoro-phenyl)-2,4,5,7-tetrahydropyrano[3,4-c]pyrazole